potassium p-toluenethiosulfonate CC1=CC=C(C=C1)S(=O)([O-])=S.[K+]